tert-butyl (R)-6-chloro-3-((1-(2-(difluoromethyl)-3,6-dimethyl-4-oxo-3,4-dihydroquinazolin-8-yl)ethyl)amino)picolinate ClC1=CC=C(C(=N1)C(=O)OC(C)(C)C)N[C@H](C)C=1C=C(C=C2C(N(C(=NC12)C(F)F)C)=O)C